C(C)(C)(C)OC(=O)NCCCN1N=CC(=C1)C1=CC=C(OC(C(=O)O)CO)C=C1 2-(4-(1-(3-((tert-butoxycarbonyl)-amino)propyl)-1H-pyrazol-4-yl)phenoxy)-3-hydroxypropionic acid